Aza-Inden N1C=CC2=CC=CC=C12